N[C@H](C=1N=C2N(N=C(C(=C2)N(CC(F)(F)F)C)CC2C(NC[C@@H](C2)C(F)(F)F)=O)C1)C1CCC(CC1)(F)F (5R)-3-((2-((S)-amino(4,4-difluorocyclohexyl)methyl)-7-(methyl(2,2,2-trifluoroethyl)amino)imidazo[1,2-b]pyridazin-6-yl)methyl)-5-(trifluoromethyl)piperidin-2-one